C(C)(C)C=1C=C(C=NC1)NC(=O)C1=CC=C2C(CN(CC2=C1)C1CC(N(CC1)C)=O)C N-(5-isopropyl-3-pyridyl)-4-methyl-2-(1-methyl-2-oxo-4-piperidyl)-3,4-dihydro-1H-isoquinoline-7-carboxamide